Methyl (4Z,7S)-7-{[tert-butyl(dimethyl)silyl]oxy}-7-{5-iodo-1-[(trimethylsilyl)methyl]-1H-1,2,3-triazol-4-yl}hept-4-enoate [Si](C)(C)(C(C)(C)C)O[C@@H](C\C=C/CCC(=O)OC)C=1N=NN(C1I)C[Si](C)(C)C